4-amino-N-(4-(methoxymethyl)phenyl)-7-(1-methylcyclopropyl)-6-(1H-pyrazol-4-yl)-7H-pyrrolo[2,3-d]pyrimidine-5-carboxamide NC=1C2=C(N=CN1)N(C(=C2C(=O)NC2=CC=C(C=C2)COC)C=2C=NNC2)C2(CC2)C